N(=NC(C(=O)NCC=C)(C)C)C(C(=O)NCC=C)(C)C 2,2'-Azobis(N-(2-propenyl)-2-methylpropionamide)